COC1=C(C2=C(C=C1)[C@@H]1COC3=CC(=CC=C3[C@@H]1O2)O)OC (6aR,11aR)-9,10-dimethoxy-6a,11a-dihydro-6H-benzofurano[3,2-c]chromen-3-ol